4-chloro-2-(4-piperidyl)-5-[[(3R)-tetrahydropyran-3-yl]methylamino]pyridazin-3-one ClC=1C(N(N=CC1NC[C@@H]1COCCC1)C1CCNCC1)=O